2-phenyl-6-(m-tolyl)-4,5-dihydropyridazin-3(2H)-one C1(=CC=CC=C1)N1N=C(CCC1=O)C=1C=C(C=CC1)C